methylphenyl 4-((4-((6-hydroxyhexyl)oxy)cyclohexane-1-carbonyl)oxy)benzoate OCCCCCCOC1CCC(CC1)C(=O)OC1=CC=C(C(=O)OC2=C(C=CC=C2)C)C=C1